4-tert-butyl-N-(2-methyl-3-(4-methyl-6-(4-(morpholine-4-carbonyl)phenylamino)-5-oxo-4,5-dihydropyrazin-2-yl)phenyl)benzamide C(C)(C)(C)C1=CC=C(C(=O)NC2=C(C(=CC=C2)C=2N=C(C(N(C2)C)=O)NC2=CC=C(C=C2)C(=O)N2CCOCC2)C)C=C1